2-methyl-2-vinyl-oxirane CC1(OC1)C=C